C(N)(OC1=C(C=CC(=C1)SC1=CC=C(C=C1)N1CCN(CC1)C)[N+](=O)[O-])=O (5-((4-(4-methylpiperazin-1-yl) phenyl) thio)-2-nitrophenyl) carbamate